N-benzyl-N,N-dimethylhexadecyl-ammonium chloride [Cl-].C(C1=CC=CC=C1)[N+](C)(C)CCCCCCCCCCCCCCCC